[N+](=O)([O-])C=1C=C(C=CC1)C1=NC(=C2N1CCNC2)C(=O)NC2=CC=C(C=C2)C 3-(3-nitrophenyl)-N-(p-tolyl)-5,6,7,8-tetrahydroimidazo[1,5-a]Pyrazine-1-carboxamide